C(#N)C1=C(C=CC=C1)C1(CC(N(C1)C(=O)OC(C)(C)C)C(=O)OC)C(=O)OC 1-(t-butyl) 2,4-dimethyl 4-(2-cyanophenyl)pyrrolidine-1,2,4-tricarboxylate